1-((3S,4r)-4-((5-(1-(2,2-difluoroethyl)-1H-benzo[d][1,2,3]triazol-6-yl)-4-methoxypyrrolo[2,1-f][1,2,4]triazin-2-yl)amino)-3-fluoropiperidin-1-yl)ethan-1-one FC(CN1N=NC2=C1C=C(C=C2)C=2C=CN1N=C(N=C(C12)OC)N[C@H]1[C@H](CN(CC1)C(C)=O)F)F